C(CCCCCCCCCCC)OC(=O)C(CC(=O)OCCCCCCCCCCCC)S(=O)(=O)[O-].[Li+] lithium 1,2-bis(dodecyloxycarbonyl)-1-ethanesulfonate